ClC1=C(C(=CC=C1)C)N1CC(C1)C1=CC(=C(CN2CCC(CC2)C(=O)OC)C(=C1)C)C methyl 1-(4-(1-(2-chloro-6-methylphenyl)azetidin-3-yl)-2,6-dimethyl-benzyl)piperidine-4-carboxylate